FC=1C=C(C=CC1N1CCN(CC1)CCC1CCC(CC1)O)NC1C(NC(CC1)=O)=O 3-((3-fluoro-4-(4-(2-((1r,4r)-4-hydroxycyclohexyl)ethyl)piperazin-1-yl)phenyl)amino)piperidine-2,6-dione